ClC=1C=C(C=CC1F)N1C(C=CC1=O)=O 1-(3-chloro-4-fluorophenyl)-1H-pyrrole-2,5-dione